trifluoromethylphenyl-imidazolium FC(F)(F)[N+]1=C(NC=C1)C1=CC=CC=C1